(E)-N-(4-((3-chloro-4-fluorophenyl)amino)-7-methoxyquinazolin-6-yl)-4-(4-(7-((2-(2,6-dioxopiperidin-3-yl)-1,3-dioxoisoindolin-4-yl)amino)heptanoyl)piperazin-1-yl)but-2-enamide ClC=1C=C(C=CC1F)NC1=NC=NC2=CC(=C(C=C12)NC(\C=C\CN1CCN(CC1)C(CCCCCCNC1=C2C(N(C(C2=CC=C1)=O)C1C(NC(CC1)=O)=O)=O)=O)=O)OC